C(C)(C)NC(O[C@H]1C[C@H](CC1)C=1NN=C(C1)NC([C@@H](C)OC1=C(C(=CC=C1)O)C=O)=O)=O (1R,3S)-3-{5-[(2R)-2-(2-formyl-3-hydroxyphenoxy)propanamido]-2H-pyrazol-3-yl}cyclopentyl N-isopropylcarbamate